N-((4-((6-((2S,6R)-2,6-dimethylmorpholinyl)pyridin-2-yl)ethynyl)pyridin-2-yl)methyl)-3-((fluoromethyl)sulfonyl)benzofuran-5-carboxamide C[C@H]1CN(C[C@H](O1)C)C1=CC=CC(=N1)C#CC1=CC(=NC=C1)CNC(=O)C=1C=CC2=C(C(=CO2)S(=O)(=O)CF)C1